2-bromo-N-(2'-chloro-2-cyano-[1,1'-biphenyl]-3-yl)-N,2-dimethylpropionamide BrC(C(=O)N(C)C=1C(=C(C=CC1)C1=C(C=CC=C1)Cl)C#N)(C)C